3-isopropyl-5-(1-(5-(4-((2-methoxyethyl)sulfonyl)phenyl)thiazolo[5,4-b]pyridin-2-yl)piperidin-4-yl)-1,2,4-oxadiazol C(C)(C)C1=NOC(=N1)C1CCN(CC1)C=1SC2=NC(=CC=C2N1)C1=CC=C(C=C1)S(=O)(=O)CCOC